4,5-difluoro-o-xylylenediamine FC=1C=C(C(=CC1F)CN)CN